methyl (2R,3S,5R)-3-((chloromethyl)sulfonamido)-2-((((1S,3S,6R)-6-(5-fluoropyrimidin-2-yl)bicyclo[4.1.0]heptan-3-yl)oxy)methyl)-5-methylpyrrolidine-1-carboxylate ClCS(=O)(=O)N[C@@H]1[C@@H](N([C@@H](C1)C)C(=O)OC)CO[C@@H]1C[C@@H]2C[C@@]2(CC1)C1=NC=C(C=N1)F